BrC(C(=O)[O-])(CCC)Br dibromovalerate